[OH-].C[N+]1(CCCCC1)C 1,1-dimethylpiperidinium hydroxide